S(=O)(=O)([O-])[O-].[Ce+3].S(=O)(=O)([O-])[O-].S(=O)(=O)([O-])[O-].[Ce+3] cerous sulfate